[C@H]12CN(C[C@H](CC1)N2)C2=NC=NC1=C(C=C(C=C21)Cl)F 4-((1R,5S)-3,8-diazabicyclo[3.2.1]octan-3-yl)-6-chloro-8-fluoro-quinazolin